ammonium fluorobenzaldehyde FC1=C(C=O)C=CC=C1.[NH4+]